di-(tert-butyl)(4-ethoxyphenyl)phosphonium tetrafluoroborate F[B-](F)(F)F.C(C)(C)(C)[PH+](C1=CC=C(C=C1)OCC)C(C)(C)C